BrC=1C=C2C(=CNC2=CC1)CNC 1-(5-bromo-1H-indol-3-yl)-N,N-dimethylamine